3,3-Diethyl-2,3,4,5-tetrahydro-5-phenyl-1,4-benzothiazepin-8-ol 1,1-dioxide C(C)C1(CS(C2=C(C(N1)C1=CC=CC=C1)C=CC(=C2)O)(=O)=O)CC